BrC1=C(C=2N(C=C1)N=CC2)Cl 5-Bromo-4-chloropyrazolo[1,5-a]pyridine